5-bromo-3-((dimethylamino)methylene)-7-((2-(trimethylsilyl)ethoxy)methoxy)isobenzofuran BrC=1C=C2C(OCC2=C(C1)OCOCC[Si](C)(C)C)=CN(C)C